ClC=1C=CC=2C(C3=CC=C(C=C3OC2C1)Cl)NC(=O)C=1C(NC(=CC1CCC)C(F)(F)F)=O N-(3,6-dichloro-9H-xanthen-9-yl)-2-oxo-4-propyl-6-(trifluoromethyl)-1,2-dihydropyridine-3-carboxamide